CNC(=O)C1=CC2=C(S1)C=CC=C2C=2C=C1C(=NC2)NC=C1 N-methyl-4-(1H-pyrrolo[2,3-b]pyridin-5-yl)benzo[b]thiophene-2-carboxamide